OC1=C(C=C(C=C1)C1=NNC(C2=CC=CC=C12)=O)CC 4-(4-Hydroxy-3-ethylphenyl)-1(2H)-phthalazinone